2-bromo-3,5-dichloroisonicotinic acid BrC=1C(=C(C(=O)O)C(=CN1)Cl)Cl